N-[(3S)-1-azabicyclo[2.2.2]octan-3-yl]-6-(2-ethoxyphenyl)-3-[(2R)-2-ethyl-4-[1-(trifluoromethyl)-cyclobutanecarbonyl]piperazin-1-yl]pyridine-2-carboxamide mandelate C(C(O)C1=CC=CC=C1)(=O)O.N12C[C@H](C(CC1)CC2)NC(=O)C2=NC(=CC=C2N2[C@@H](CN(CC2)C(=O)C2(CCC2)C(F)(F)F)CC)C2=C(C=CC=C2)OCC